Tert-butyl (3R,4R)-3-((2-amino-5-(methoxycarbonyl)phenyl)amino)-4-methoxypyrrolidine-1-carboxylate NC1=C(C=C(C=C1)C(=O)OC)N[C@@H]1CN(C[C@H]1OC)C(=O)OC(C)(C)C